ethyl (E)-10-((tert-butyldiphenylsilyl)oxy)dec-2-enoate [Si](C1=CC=CC=C1)(C1=CC=CC=C1)(C(C)(C)C)OCCCCCCC/C=C/C(=O)OCC